(3R,4R)-1-(1-((5-Chloro-2-pyrimidinyl)methyl)-5,6-difluoro-1H-benzimidazol-2-yl)-4-fluoro-3-piperidinamin ClC=1C=NC(=NC1)CN1C(=NC2=C1C=C(C(=C2)F)F)N2C[C@H]([C@@H](CC2)F)N